C(\C=C\C)(=O)OC1=C2C(=CNC2=CC=C1)CCN(C(C)C)C(C)C 3-(2-(diisopropyl-amino)ethyl)-1H-indol-4-yl (E)-but-2-enoate